S1C(=NC2=C1C=CC=C2)CN2CCN(CC2)C=2C=C(NC(C)C)C=CC2C=2N=NNN2 3-[4-(1,3-benzothiazol-2-ylmethyl)-piperazin-1-yl]-N-isopropyl-4-(2H-tetrazol-5-yl)aniline